[N+](=O)([O-])OCCCCCO[N+](=O)[O-] 1,5-bis-nitro-oxypentane